FC1=NC=CC(=C1)C(O)C=1N=CN(C1)COCC[Si](C)(C)C (2-fluoropyridin-4-yl)(1-((2-(trimethylsilyl)ethoxy)methyl)imidazol-4-yl)methanol